CC(C(=O)O)(C)S(=O)(=O)C 2-methyl-2-(methylsulfonyl)propionic acid